FC=1C(=CC=C2C=CC(=NC12)C1=CC=CC=C1)C(=O)C(C#N)C#N 2-(8-fluoro-2-phenylquinoline-7-carbonyl)malononitrile